4-[(3,5-dimethoxyphenoxy)methyl]-1-[2-(N,N-dimethylamino)ethyl]-1H-1,2,3-triazole COC=1C=C(OCC=2N=NN(C2)CCN(C)C)C=C(C1)OC